C(C)N(CCCN(C(=O)C1=CC2=C(N3C(S2)=NC(=C3)C3=CC=C(C=C3)C(NC)=O)C=C1)C)CC N-(3-(diethylamino)propyl)-N-methyl-2-(4-(methylcarbamoyl)phenyl)benzo[d]imidazo[2,1-b]thiazole-7-carboxamide